COC1=C(C=CC=C1)[C@H](CN1C(N(C(C2=C1SC(=C2C)C#CC)=O)OC(C(=O)O)(C)C)=O)OC2CCOCC2 (R)-2-((1-(2-(2-methoxyphenyl)-2-((tetrahydro-2H-pyran-4-yl)oxy)ethyl)-5-methyl-2,4-dioxo-6-(prop-1-yn-1-yl)-1,4-dihydrothieno[2,3-d]pyrimidin-3(2H)-yl)oxy)-2-methylpropanoic acid